1-(5-bromo-1-methyl-indazol-3-yl)hexahydropyrimidine-2,4-dione BrC=1C=C2C(=NN(C2=CC1)C)N1C(NC(CC1)=O)=O